tert-butyl 4-[1-(2,6-dioxo-3-piperidyl)-2-oxo-benzo[cd]indol-5-yl]-3,6-dihydro-2H-pyridine-1-carboxylate O=C1NC(CCC1N1C(C2=C3C(C=CC=C13)=C(C=C2)C=2CCN(CC2)C(=O)OC(C)(C)C)=O)=O